2-((2R,5R)-2-(((1S,4S)-2-oxa-5-azabicyclo[2.2.1]heptan-5-yl)methyl)-5-methylpiperazin-1-yl)-1-(7-(4-fluorobenzyl)-2,3-dihydro-1H-pyrido[2,3-b][1,4]oxazin-1-yl)ethan-1-one [C@@H]12OC[C@@H](N(C1)C[C@@H]1N(C[C@H](NC1)C)CC(=O)N1C3=C(OCC1)N=CC(=C3)CC3=CC=C(C=C3)F)C2